NC=1C=C(C=C(C1)C(F)(F)F)[C@@H](C)NC=1C2=C(N=C(N1)C)N=C(C(=C2)C(=O)N(C)C)C2=CC=CC=C2 (R)-4-(1-(3-amino-5-(trifluoromethyl)phenyl)ethylamino)-N,N,2-trimethyl-7-phenylpyrido[2,3-d]pyrimidine-6-carboxamide